CC=1C=C(C=2N(C(C=C(N2)C=2C=C(C3=C(NC(O3)=O)C2)C)=O)C1)C(C)NC1=C(C(=O)O)C=CC=C1 2-((1-(7-methyl-2-(7-methyl-2-oxo-2,3-dihydrobenzo[d]oxazol-5-yl)-4-oxo-4H-pyrido[1,2-a]pyrimidin-9-yl)ethyl)amino)benzoic acid